4-amino-N-(1-(3,4-dichlorophenyl)-4-methyl-4,5-dihydro-1H-pyrazol-3-yl)butanamide NCCCC(=O)NC1=NN(CC1C)C1=CC(=C(C=C1)Cl)Cl